F[P-](F)(F)(F)(F)F.[Fe+3].C1(C=CC=C1)C1=CC=CC=2C3=CC=CC=C3CC12.F[P-](F)(F)(F)(F)F.F[P-](F)(F)(F)(F)F cyclopentadienyl(fluorene) iron (III) hexafluorophosphate